NCC[Si](OCC)(C)CCCN (2-Aminoethyl)-3-aminopropylmethylethoxysilane